FC(OC1=NC=CC(=C1)CNC(=O)NC1CC2(CC2)C1)F 1-[[2-(difluoromethoxy)pyridin-4-yl]methyl]-3-spiro[2.3]hexan-5-ylurea